1-cyclopropyl-N-(2-(5-fluoro-1H-indol-3-yl)ethyl)-N-methylethan-1-amine C1(CC1)C(C)N(C)CCC1=CNC2=CC=C(C=C12)F